oxoisovalerate O=C(C(=O)[O-])C(C)C